O=C1N(C2C=C(CN1C2)N2C(SC=C2)=O)OS(=O)(=O)[O-].[Na+] sodium [7-oxo-3-(2-oxo-thiazol-3-yl)-1,6-diaza-bicyclo[3.2.1]oct-3-en-6-yl]sulfate